N-(5,6-Dimethoxy-benzothiazol-2-yl)-2-(4-ethanesulfonyl-phenyl)-2-(4-fluoro-phenoxy)-acetamide COC=1C(=CC2=C(N=C(S2)NC(C(OC2=CC=C(C=C2)F)C2=CC=C(C=C2)S(=O)(=O)CC)=O)C1)OC